tert-butyl 2-((4-((4-((1s,4s)-4-hydroxy-4-methylcyclohexyl)-5-(trifluoromethyl)pyrimidin-2-yl)amino)-3-methylphenyl)thio)-7-azaspiro[3.5]nonane-7-carboxylate OC1(CCC(CC1)C1=NC(=NC=C1C(F)(F)F)NC1=C(C=C(C=C1)SC1CC2(C1)CCN(CC2)C(=O)OC(C)(C)C)C)C